FC1=C(OC2=NC=CC=C2C2=NC(=NC=C2)NC2CCC(CC2)NC(OC(C)(C)C)=O)C(=CC(=C1)NS(=O)(=O)CCC)F tert-Butyl ((1r,4r)-4-((4-(2-(2,6-difluoro-4-(propylsulfonamido)phenoxy)pyridin-3-yl)pyrimidin-2-yl)amino)cyclohexyl)carbamate